ClC1=NC=CC(=C1)C=1C(=NN(C1)C)C1=CC=C(OCC2=NC3=CC=CC=C3C=C2)C=C1 2-{4-[4-(2-chloro-pyridin-4-yl)-1-methyl-1H-pyrazol-3-yl]-phenoxymethyl}-quinoline